(2S)-2-[(4R)-oxo-4-propyl-pyrrolidin-1-yl]butanamide lithium [Li].O=C1N(C[C@@H](C1)CCC)[C@H](C(=O)N)CC